FC(CC[Si](O[Si](C)(C)C)(O[Si](C)(C)C)O[Si](C)(C)C)(F)F 3,3,3-Trifluoropropyl-tris(Trimethylsiloxy)-Silan